N-((1S,3r)-3-(4-(2-chlorophenyl)-5-(pyrimidin-4-yl)-4H-1,2,4-triazol-3-yl)cyclobutyl)pyridineamide ClC1=C(C=CC=C1)N1C(=NN=C1C1=NC=NC=C1)C1CC(C1)NC(=O)C1=NC=CC=C1